5-(chloromethyl)-1-methyl-1H-1,2,3-triazole ClCC1=CN=NN1C